N-(3-pyridyl)methyl-3-(3-{5-[di(tert-butyl)(fluoro)silyl]-4-methoxy-2-pyridyl}ureido)propionamide N1=CC(=CC=C1)CNC(CCNC(=O)NC1=NC=C(C(=C1)OC)[Si](F)(C(C)(C)C)C(C)(C)C)=O